COCCN1C(=NC=2C1=NC(=CC2)C=2C=CN1N=C(N=CC12)N[C@@H]1CC[C@@H](CC1)N1CCOCC1)C 5-(3-(2-methoxyethyl)-2-methyl-3H-imidazo[4,5-b]pyridin-5-yl)-N-(cis-4-morpholinocyclohexyl)pyrrolo[2,1-f][1,2,4]triazin-2-amine